tert-Butyl 8-[4-[(5-Cyclopentyl-1H-pyrazol-3-yl)amino]pyrimidin-2-yl]-2,8-diazaspiro[3.5]nonane-2-carboxylate C1(CCCC1)C1=CC(=NN1)NC1=NC(=NC=C1)N1CCCC2(CN(C2)C(=O)OC(C)(C)C)C1